C(C)(C)(C)OC(=O)N1C(CCC1)C(NC1=CC(=C(C=C1)Cl)C(F)(F)F)=O 2-((4-chloro-3-(trifluoromethyl)phenyl)carbamoyl)pyrrolidine-1-carboxylic acid tert-butyl ester